FC1(CC(C1)CN1N=CC(=C1)C=1C=NC=2C=CC(=C(C2N1)N)OC1=CC2=C(N=C(N2COCC[Si](C)(C)C)C)C=C1)F 3-[1-[(3,3-difluorocyclobutyl)methyl]pyrazol-4-yl]-6-[2-methyl-3-(2-trimethylsilylethoxymethyl)benzimidazol-5-yl]oxy-quinoxalin-5-amine